CC1=CC=C(C=C1)C1=C(C1=O)C1=CC=C(C=C1)C bis-(4-methylphenyl)cyclopropenone